C1(CCC1)N1C(=NC2=C1C=C(C=C2)N2N=NN=C2C)C=2N(C(C(=C(N2)C(=O)NC=2C=NOC2)O)=O)C 2-[1-cyclobutyl-6-(5-methyl-1H-1,2,3,4-tetrazol-1-yl)-1H-1,3-benzodiazol-2-yl]-5-hydroxy-1-methyl-N-(1,2-oxazol-4-yl)-6-oxo-1,6-dihydropyrimidine-4-carboxamide